C(C)(C)C1=C(C(=NC=C1)C1=NC2=C(C=C1C([2H])([2H])[2H])OC1=C2C=CC=C1)C([2H])([2H])[2H] (isopropyl)(methyl-d3)[(methyl-d3)benzofuropyridineyl]pyridine